(R)-tert-Butyl 4-((1-(pyridin-3-ylmethyl)pyrrolidin-3-yl)methoxy)phenethylcarbamate N1=CC(=CC=C1)CN1C[C@@H](CC1)COC1=CC=C(CCNC(OC(C)(C)C)=O)C=C1